5,10,15,20-tetra(4-methoxyphenyl)-21H,23H-porphyrin iron (III) chloride [Fe](Cl)(Cl)Cl.COC1=CC=C(C=C1)C=1C2=CC=C(N2)C(=C2C=CC(C(=C3C=CC(=C(C=4C=CC1N4)C4=CC=C(C=C4)OC)N3)C3=CC=C(C=C3)OC)=N2)C2=CC=C(C=C2)OC